S(=O)(=O)(O)O[C@H]1C[C@@H]2[C@]3(CCCC[C@H]3CC[C@H]2[C@@H]2CC[C@H]([C@@H](CCC(=O)O)C)[C@@]12C)C 12α-Sulfooxy-5β-Cholanic acid